[Si](C)(C)(C(C)(C)C)O[C@H](C)[C@@H]1C2=C(C(=C(N2C1=O)C(=O)OCC1=CC=C(C=C1)[N+](=O)[O-])COC1=CC=CC=C1)C 4-Nitrobenzyl (4S,5R,6S)-6-((R)-1-((tert-butyldimethylsilyl) oxy) ethyl)-4-methyl-7-oxo-3-(phenoxymethyl)-1-azabicyclo[3.2.0]heptadiene-2-carboxylate